OC(CN1CC=2N(CC1)C=C(N2)C(=O)O)(C)C 7-(2-hydroxy-2-methylpropyl)-5,6,7,8-tetrahydroimidazo[1,2-a]Pyrazine-2-carboxylic acid